CC(C(OCCNC(OCCSCC(C(=O)OCC)=C)=O)=O)=C Ethyl 2-(12-methyl-6,11-dioxo-5,10-dioxa-2-thia-7-azatridec-12-en-1-yl)acrylate